C(C)(=O)C1=C(OCC(=O)OC(C)(C)C)C(=CC(=C1)Br)[N+](=O)[O-] tert-butyl 2-(2-acetyl-4-bromo-6-nitrophenoxy)acetate